C(C1=CC=CC=C1)OC(=O)NCC[C@H]1C(NC2(C(N1)=O)CCN(CC2)C(=O)OC(C)(C)C)=O tert-butyl (3S)-3-(2-{[(benzyloxy)carbonyl]amino}ethyl)-2,5-dioxo-1,4,9-triazaspiro[5.5]undecane-9-carboxylate